1-(4-(4-(5-(2-bromo-6-fluorophenyl)-4,5-dihydroisoxazol-3-yl)thiazol-2-yl)piperidin-1-yl)-2-((3-chloropyrazin-2-yl)oxy)ethan-1-one BrC1=C(C(=CC=C1)F)C1CC(=NO1)C=1N=C(SC1)C1CCN(CC1)C(COC1=NC=CN=C1Cl)=O